NC=1C2=C(N=CN1)N(C(=C2)C2C[C@@H](N(C2)C(=O)OC(C)(C)C)C)C tert-butyl (2S)-4-(4-amino-7-methyl-7H-pyrrolo[2,3-d]pyrimidin-6-yl)-2-methylpyrrolidine-1-carboxylate